tert-butyl 3-((3-amino-5-(3-cyanophenyl) pyridin-2-yl) carbamoyl)-3-fluoropiperidine-1-carboxylate NC=1C(=NC=C(C1)C1=CC(=CC=C1)C#N)NC(=O)C1(CN(CCC1)C(=O)OC(C)(C)C)F